CC(CNC(\C=C\C=C\CC\C=C\C=C\C=C\C)=O)=C (2E,4E,8E,10E,12E)-N-(2-methyl-2-propen-1-yl)-2,4,8,10,12-tetradecapentaenamide